FC=1C=C(C=C(C1)F)CC=1C=C2C(=NNC2=CC1)NC(=O)C1=C(C=C(C=C1)N1CCN(CC1)C(CCC(=O)O)=O)NC1CCOCC1 4-[4-[4-[[5-[(3,5-difluorophenyl)methyl]-1H-indazol-3-yl]carbamoyl]-3-(tetrahydropyran-4-ylamino)phenyl]piperazin-1-yl]-4-oxo-butanoic acid